5,6-difluorobenzo[d]oxazole-2-thiol FC=1C(=CC2=C(N=C(O2)S)C1)F